N1(CCC12COC2)C2=CC=C(C=C2)N2N=NC=C2 1-[4-(6-oxa-1-aza-spiro[3.3]hept-1-yl)-phenyl]-1H-[1,2,3]triazol